6-[5-[1-benzyloxy-1-(trifluoromethyl)but-3-enyl]-1,3,4-oxadiazol-2-yl]-5-(tert-butoxycarbonylamino)-3-(trifluoromethyl)pyridine-2-carboxylic Acid C(C1=CC=CC=C1)OC(CC=C)(C(F)(F)F)C1=NN=C(O1)C1=C(C=C(C(=N1)C(=O)O)C(F)(F)F)NC(=O)OC(C)(C)C